4-methyl-1,4-pentanediol CC(CCCO)(C)O